tert-Butyl 2-(3-bromo-7-methyl-5-(2-methylpyrimidin-5-yl)-1H-indazol-1-yl)acetate BrC1=NN(C2=C(C=C(C=C12)C=1C=NC(=NC1)C)C)CC(=O)OC(C)(C)C